CN1CCN2C=3C(=CC=CC13)[C@@H]1[C@@H]2CCN=C1 (6bR,10aS)-3-methyl-2,3,6b,9,10,10a-hexahydro-1H-pyrido-[3',4':4,5]-pyrrolo[1,2,3-de]quinoxaline